3-[(4S)-4-[2-[5-[(6,7-difluoro-4-methylsulfanyl-1H-indol-5-yl)oxy]-2-fluoro-phenyl]-1H-imidazol-4-yl]-4-methyl-isochroman-8-yl]propanoic acid FC1=C(C(=C2C=CNC2=C1F)SC)OC=1C=CC(=C(C1)C=1NC=C(N1)[C@]1(COCC2=C(C=CC=C12)CCC(=O)O)C)F